iron(II) nitrate iron (III) nitrate [N+](=O)([O-])[O-].[Fe+3].[N+](=O)([O-])[O-].[Fe+2]